5-(((1,3-Dimethyl-1H-pyrazol-5-yl)amino)methylene)-2,2-dimethyl-1,3-dioxane CN1N=C(C=C1NC=C1COC(OC1)(C)C)C